OC1=C(C(=O)N)C=CC(=C1)CN1N=NN=C1C=1SC=CC1 hydroxy-4-((5-(thiophen-2-yl)-1H-tetrazol-1-yl)methyl)benzamide